2-(6-quinoxalinyl)-1H-imidazo[4,5-f][1,10]Phenanthroline N1=CC=NC2=CC(=CC=C12)C=1NC=2C(=C3C=CC=NC3=C3N=CC=CC23)N1